BrC1=C(C=C2N=C(C=3N(C2=C1)C(=NC3)C)N(C(OC(C)(C)C)=O)C(=O)OC(C)(C)C)Cl tert-butyl (8-bromo-7-chloro-1-methylimidazo[1,5-a]quinoxalin-4-yl)(tert-butoxycarbonyl)carbamate